2-Hydroxy-4,6-bis(methoxymethoxy)-3-methylbenzaldehyde OC1=C(C=O)C(=CC(=C1C)OCOC)OCOC